dimethylcyclopropyl-proline lithium salt [Li+].CC1[C@](N(CC1)C1CC1)(C(=O)[O-])C